O=C(C(=O)O)CCCCC\C=C\C oxo-trans-8-decenoic acid